(5'S)-3-oxo-3,4-dihydrospiro[benzo[b][1,4]oxazine-2,3'-pyrrolidine]-5'-carboxamide hydrochloride Cl.O=C1NC2=C(OC13CN[C@@H](C3)C(=O)N)C=CC=C2